C(C)(C)(C)OC(=O)N[C@@H](COC(C)C)C(=O)O N-(tert-Butoxycarbonyl)-O-isopropyl-L-serine